tert-butyl-6-bromospiro[1H-isobenzofuran-3,3'-azetidine]-1'-carboxylic acid C(C)(C)(C)C1N(CC12OCC1=CC(=CC=C12)Br)C(=O)O